(R)-7-(3-(2-(5H-Pyrrolo[2,3-b]pyrazin-7-yl)thiazol-4-yl)phenyl)-6,7-dihydro-5H-pyrrolo[1,2-a]imidazol-7-ol N1=C2C(=NC=C1)NC=C2C=2SC=C(N2)C=2C=C(C=CC2)[C@@]2(CCN1C2=NC=C1)O